(6-bromo-naphthalen-2-yl)-(4-methoxyphenyl)methanone BrC=1C=C2C=CC(=CC2=CC1)C(=O)C1=CC=C(C=C1)OC